(4-hydroxyazepan-1-yl)-(1H-pyrazolo[4,3-c]pyridin-6-yl)methanone OC1CCN(CCC1)C(=O)C1=CC2=C(C=N1)C=NN2